methylthiopropionate COC(CC)=S